BrC1=C(N(N=C1)C)CN(CCN(C(OC(C)(C)C)=O)C)C tert-butyl N-[2-[(4-bromo-2-methyl-pyrazol-3-yl) methyl-methyl-amino] ethyl]-N-methyl-carbamate